(R)-6-chloro-3-((1-(3-(4,4-difluoropiperidin-1-yl)-2,7-dimethylquinoxalin-5-yl)ethyl)amino)picolinic acid ClC1=CC=C(C(=N1)C(=O)O)N[C@H](C)C1=C2N=C(C(=NC2=CC(=C1)C)C)N1CCC(CC1)(F)F